COC1=CC=C2C(=CN(C2=C1)CCCC(=O)N1CCN(CC1)C)C=1SC=C(N1)C1=C(NC2=CC=C(C=C12)OC)C 4-(6-methoxy-3-(4-(5-methoxy-2-methyl-1H-indol-3-yl)thiazol-2-yl)-1H-indol-1-yl)-1-(4-methylpiperazin-1-yl)butan-1-one